NC=1CC(=CC2=C(N1)C=CS2)C(=O)N(CCC)CC2=C(C=C(C=C2)CN)C(F)(F)F 5-amino-N-[[4-(aminomethyl)-2-(trifluoromethyl)phenyl]methyl]-N-propyl-6H-thieno[3,2-b]azepin-7-carboxamide